CN(C1CC(CC1)O)C1=NC(=NC=C1)C=C 3-(methyl(2-vinylpyrimidin-4-yl)amino)cyclopentan-1-ol